5-(4-bromophenyl)-1,3,4-oxadiazol-2-ol BrC1=CC=C(C=C1)C1=NN=C(O1)O